6-(2-(3-chloro-2-fluorophenyl)-2-hydroxyacetyl)-2-(1-(3-chlorophenyl)cyclopropyl)-5,6,7,8-tetrahydropyrido[4,3-d]pyrimidin-4(3H)-one ClC=1C(=C(C=CC1)C(C(=O)N1CC2=C(N=C(NC2=O)C2(CC2)C2=CC(=CC=C2)Cl)CC1)O)F